O=C1C2(CCN(C2)C(=O)OC(C)(C)C)CCN1C1=NC=C(C=N1)C#C[Si](C)(C)C Tert-butyl 6-oxo-7-(5-((trimethylsilyl)ethynyl)pyrimidin-2-yl)-2,7-diazaspiro[4.4]nonane-2-carboxylate